methyl (E)-6-(((6-(trifluoromethyl)pyridin-3-yl)methylene)amino)nicotinate FC(C1=CC=C(C=N1)\C=N\C1=NC=C(C(=O)OC)C=C1)(F)F